(4S)-7-{2-[(3S)-2,6-dioxopiperidin-3-yl]-1-oxo-2,3-dihydro-1H-isoindol-5-yl}-2H,3H,4H-pyrano[2,3-b]pyridin-4-yl acetate C(C)(=O)O[C@H]1CCOC2=NC(=CC=C21)C=2C=C1CN(C(C1=CC2)=O)[C@@H]2C(NC(CC2)=O)=O